1-(4-nitrophenyl)-2-amino-1,3-propanediol [N+](=O)([O-])C1=CC=C(C=C1)C(C(CO)N)O